C(C)(C)(C)OC(=O)N1CC2=CC(=CC(=C2CC1)CCl)F 5-(chloromethyl)-7-fluoro-3,4-dihydroisoquinoline-2(1H)-carboxylic acid tert-butyl ester